3-(2-bromo-6-chlorophenyl)propan-1-ol BrC1=C(C(=CC=C1)Cl)CCCO